ON=C(CCOC)N N'-hydroxy-3-methoxypropanamidine